C(CCC)O[Li] butoxylithium